C(C1=CC=CC=C1)(=O)[O-].[Na+] sodium monobenzoate